acrylic acid, cyanate C(C=C)(=O)OC#N